COC(=O)C1=CC(=NC=C1NC1=C(C=C(C=C1)[Si](C)(C)C)F)CCl.C(C1CO1)OC1=CC=C(C=C1)C1(C2=CC=CC=C2C=2C=CC=CC12)C1=CC=C(C=C1)OCC1CO1 9,9-bis(4-glycidyloxyphenyl)fluorene methyl-2-(chloromethyl)-5-(2-fluoro-4-trimethylsilylanilino)pyridine-4-carboxylate